NCCCCCCC(CN1CCC(CC1)C1=CC2=C(N(C(N2C)=O)C2C(NC(CC2)=O)=O)C=C1)F 3-(5-(1-(8-amino-2-fluorooctyl)piperidin-4-yl)-3-methyl-2-oxo-2,3-dihydro-1H-benzo[d]imidazol-1-yl)piperidine-2,6-dione